N1(CCCCCCC1)CCCCN1N=CC=C(C1=O)C1=CC=CC=C1 2-(4-(azocan-1-yl)butyl)-4-phenylpyridazin-3(2H)-one